COC1=CC=C(CN2C(N=CC3=C2C=CC(=N3)C#N)=O)C=C1 1-(4-methoxybenzyl)-2-oxo-1,2-dihydropyrido[3,2-d]pyrimidine-6-carbonitrile